Methoxy-ethylenoxid COC1CO1